C(#N)C=1N(C2=CC=CC=C2C1F)CCNC(OC(C)(C)C)=O Tert-butyl (2-(2-cyano-3-fluoro-1H-indol-1-yl)ethyl)carbamate